ClC=1C(=CC2=C(C(=C(CCO2)C2=C(C=C(C=C2)C)F)C2=CC=C(C=C2)O[C@@H]2CN(CC2)CCCF)C1)O 7-chloro-4-(2-fluoro-4-methyl-phenyl)-5-[4-[(3S)-1-(3-fluoropropyl)pyrrolidin-3-yl]oxyphenyl]-2,3-dihydro-1-benzoxepin-8-ol